(S)-2-((4-(6-chloropyridin-2-yl)piperidine-1-yl)methyl)-1-(oxetan-2-ylmethyl)-1H-benzo[d]imidazole-6-carboxylate ClC1=CC=CC(=N1)C1CCN(CC1)CC1=NC2=C(N1C[C@H]1OCC1)C=C(C=C2)C(=O)[O-]